ClC1=NC=2CCN(C(C2C=C1)=O)C1=C(C=C(C=N1)C1(CC1)C#N)S(=O)(=O)CC 1-[6-(2-chloro-5-oxo-7,8-dihydro-1,6-naphthyridin-6-yl)-5-ethylsulfonyl-3-pyridyl]cyclopropane-carbonitrile